Cl.BrC1=CC=C(CNC(=N)N)C=C1 1-(4-bromobenzyl)guanidine hydrochloride